C(C1=CC=CC=C1)OC1=NC(=CC=C1C1=NN(C2=C(C(=CC=C12)N1CCN(CC1)C[C@H]1[C@H](CN(CC1)C(=O)OC(C)(C)C)F)F)C)OCC1=CC=CC=C1 tert-butyl (3R,4S)-4-((4-(3-(2,6-bis(benzyloxy)pyridin-3-yl)-7-fluoro-1-methyl-1H-indazol-6-yl)piperazin-1-yl)methyl)-3-fluoropiperidine-1-carboxylate